4-acetoxyl-2-(triethylsiloxy)styryl-1,3-benzenediol acetate C(C)(=O)OC1=C(C(=CC=C1)O)C=CC1=C(C=C(C=C1)OC(=O)C)O[Si](CC)(CC)CC